7-(4,4,5,5-tetramethyl-1,3,2-dioxaborolan-2-yl)benzoxazole CC1(OB(OC1(C)C)C1=CC=CC=2N=COC21)C